3-(furan-2-yl)-5'-methyl-4-pentyl-2'-(prop-1-en-2-yl)-1',2',3',4'-tetrahydro-[1,1'-biphenyl]-2,6-diol O1C(=CC=C1)C1=C(C(=C(C=C1CCCCC)O)C1C(CCC(=C1)C)C(=C)C)O